C1(CCC1)CNCC=1NC2=CC(=CC=C2C1)CN1N=NC(=C1)C=1C=NC=C(C1)N1CC=CC1 1-cyclobutyl-N-((6-((4-(5-(2,5-dihydro-1H-pyrrol-1-yl)pyridin-3-yl)-1H-1,2,3-Triazol-1-yl)methyl)-1H-indol-2-yl)methyl)methylamine